CNC1=NC(=NC(=C1)C)NC=1C=C2CCCOC2=C(C1C)C=1CC[C@H](NCC1)C |o1:24| N4,6-dimethyl-N2-[7-methyl-8-[rel-(2R)-2-methyl-2,3,4,7-tetrahydro-1H-azepin-5-yl]chroman-6-yl]pyrimidine-2,4-diamine